FC1=CC=C(C(=O)N2[C@@H](C(NCC2)=O)C)C=C1 (R)-4-(4-fluorobenzoyl)-3-methylpiperazin-2-one